FC12CNCC(C1)(C2)F difluoro-3-azabicyclo[3.1.1]heptan